(2,3-difluoro-phenyl)-methanol FC1=C(C=CC=C1F)CO